ClC1=NC=C(C2=C1CN(C2=O)CC2=C(C=C(C=C2)OC)OC)NC2=NC=C(C=C2)N2CCN(CC2)C 4-chloro-2-(2,4-dimethoxybenzyl)-7-((5-(4-methylpiperazin-1-yl)pyridin-2-yl)amino)-2,3-dihydro-1H-pyrrolo[3,4-c]pyridin-1-one